2-(4,4,5,5-tetramethyl-1,3,2-dioxaborolan-2-yl)-5-(trifluoromethyl)benzonitrile CC1(OB(OC1(C)C)C1=C(C#N)C=C(C=C1)C(F)(F)F)C